CC1=CC=CC=2OC3=CC=CC=C3C3(C12)OC(C1=CC=CC=C13)=O methyl-3H-spiro[isobenzofuran-1,9'-xanthen]-3-one